C1(=CC=CC=C1)C(C)O 1-PHENYLETHANOL